4-(4-(Bis(4-fluorophenyl)methyl)-2-(hydroxymethyl)piperazin-1-yl)-6-bromo-1-methyl-2-oxo-1,2-dihydro-1,5-naphthyridine-3-carbonitrile FC1=CC=C(C=C1)C(N1CC(N(CC1)C1=C(C(N(C2=CC=C(N=C12)Br)C)=O)C#N)CO)C1=CC=C(C=C1)F